OC1CC(NC1)C(=O)O 4-hydroxy-pyrrolidine-2-carboxylic acid